FC1=C2C(NC(=NC2=CC(=C1F)N[C@@H]1CC[C@H](CC1)OC)CS[C@@H]1CC[C@H](CC1)O)=O 5,6-Difluoro-2-((((trans)-4-hydroxycyclohexyl)thio)methyl)-7-(((trans)-4-methoxycyclohexyl)amino)quinazolin-4(3H)-one